ClC=1C=C2C(C(=CN(C2=CC1N1[C@H](CCC1)COC1=NC=CC=C1Cl)C=1C=NC(=CC1)N(S(=O)(=O)C)S(=O)(=O)C)C(=O)OCC)=O ethyl 6-chloro-7-[(2R)-2-{[(3-chloropyridin-2-yl)oxy]methyl}pyrrolidin-1-yl]-1-[6-(N-methanesulfonylmethanesulfonamido)pyridin-3-yl]-4-oxo-1,4-dihydroquinoline-3-carboxylate